3-{1-[7-(2,6-Dimethyl-morpholin-4-yl)-imidazo[1,2-a]quinazolin-5-ylamino]-ethyl}-2-methyl-benzonitrile CC1CN(CC(O1)C)C=1C=C2C(=NC=3N(C2=CC1)C=CN3)NC(C)C=3C(=C(C#N)C=CC3)C